4-(4-(3-methylphenyl)-1H-1,2,3-triazol-1-yl)naphthalene CC=1C=C(C=CC1)C=1N=NN(C1)C1=CC=CC2=CC=CC=C12